2-(1-isobutyl-1H-imidazol-2-yl)ethan-1-ol C(C(C)C)N1C(=NC=C1)CCO